ClC1=CC=C(C(=N1)C(=O)O)N[C@H](C)C=1C=C(C=C2C(C=C(OC12)C1=CC(=C(C=C1)F)F)=O)C(F)(F)F 6-Chloro-3-[[(1R)-1-[2-(3,4-difluorophenyl)-4-oxo-6-(trifluoromethyl)-chromen-8-yl]ethyl]amino]pyridine-2-carboxylic acid